1-(4,4-difluoro-3-((4-((5-(furan-2-yl)-2-methoxyphenyl)amino)-7-methoxyquinazolin-5-yl)oxy)piperidin-1-yl)prop-2-en-1-one FC1(C(CN(CC1)C(C=C)=O)OC1=C2C(=NC=NC2=CC(=C1)OC)NC1=C(C=CC(=C1)C=1OC=CC1)OC)F